N-ethyl-5-fluoro-N-isopropyl-2-((5-(2-((R)-6-(((S)-1-methoxypropan-2-yl)amino)-2-methylhexan-3-yl)-2,6-diazaspiro[3.4]octan-6-yl)-1,2,4-triazin-6-yl)oxy)benzamide C(C)N(C(C1=C(C=CC(=C1)F)OC1=C(N=CN=N1)N1CC2(CN(C2)[C@@H](C(C)C)CCCN[C@H](COC)C)CC1)=O)C(C)C